((4-chloro-3-((4-isopropylpiperazin-1-yl)methyl)-2-methylphenyl)amino)-4,5,6,7-tetrahydrobenzo[d]thiazol-4-ol ClC1=C(C(=C(C=C1)NC=1SC2=C(N1)C(CCC2)O)C)CN2CCN(CC2)C(C)C